FC(S(=O)(=O)OC1=NC=2C(=C(C(=CC2C2=C1CN([C@H]2C)C(COC)=O)OC)Cl)F)(F)F (S)-7-chloro-6-fluoro-8-methoxy-2-(2-methoxyacetyl)-1-methyl-2,3-dihydro-1H-pyrrolo[3,4-c]quinolin-4-yl trifluoromethanesulfonate